O=C1N(C(C=C1)=O)CCOCCC(=O)N[C@H](C(=O)N[C@H](C(=O)NC1=CC=C(C=C1)CO)CCCNC(=O)N)C(C)C (2S)-2-[[(2S)-2-[3-[2-(2,5-dioxopyrrol-1-yl)ethoxy]propanoylamino]-3-methyl-butanoyl]amino]-N-[4-(hydroxymethyl)phenyl]-5-ureido-pentanamide